N1(CC1)CCC(=O)O.N1(CC1)CCC(=O)O.N1(CC1)CCC(=O)O.C(O)C(CC)(CO)CO trimethylolpropane tris(β-aziridinyl propionate)